((1S,4R,6R)-6-((5-bromopyridin-2-yl)oxy)-2-azabicyclo[2.2.1]hept-2-yl)(2-fluoro-6-(pyrimidin-2-yl)phenyl)methanone BrC=1C=CC(=NC1)O[C@@H]1C[C@@H]2CN([C@H]1C2)C(=O)C2=C(C=CC=C2C2=NC=CC=N2)F